Ethyl hydrogen (2-(5-(4-(4-methoxyphenyl)piperazine-1-carbonyl) thiophen-3-yl) ethyl)phosphonate COC1=CC=C(C=C1)N1CCN(CC1)C(=O)C1=CC(=CS1)CCP(OCC)(O)=O